(2-methyl-2-nitropropyl)(2-(trifluoromethyl)phenyl)sulfane 4-methylpentan-2-yl-(E)-but-2-enoate CC(CC(C)OC(\C=C\C)=O)C.CC(CSC1=C(C=CC=C1)C(F)(F)F)(C)[N+](=O)[O-]